2-[[6-[5-chloro-3-[1-[(1-tetrahydropyran-2-yloxycyclopropyl)methyl]pyrazol-4-yl]quinoxalin-6-yl]oxy-2-methyl-benzimidazol-1-yl]methoxy]ethyl-trimethyl-silane ClC1=C2N=C(C=NC2=CC=C1OC=1C=CC2=C(N(C(=N2)C)COCC[Si](C)(C)C)C1)C=1C=NN(C1)CC1(CC1)OC1OCCCC1